OC1=C(C=C(C=C1)C)C1=NNC(=C1)C1=CC=CC=C1 3-(2-hydroxy-5-methylphenyl)-5-phenylpyrazole